methyl-N-isopropyl-sulfamide CN(S(=O)(=O)N)C(C)C